N,N,N-trimethyl(phenyl)methanaminium C[N+](C)(C)CC1=CC=CC=C1